4-methoxy-3-(1,2-oxazol-5-yl)pyridin COC1=C(C=NC=C1)C1=CC=NO1